4-(2-{[2-(1H-1,3-Benzodiazol-2-yl)-2,2-difluoroethyl]amino}ethyl)-N-[(3-fluoropyridin-2-yl)methyl]-1,3-thiazole-2-carboxamide N1C(=NC2=C1C=CC=C2)C(CNCCC=2N=C(SC2)C(=O)NCC2=NC=CC=C2F)(F)F